C(C)(C)(C)[C@]1(N(CCC2(C1)OCCC1=C2SC(=C1Cl)Cl)C(=O)O)C.C(=O)(O)CNCCCC[C@H](N)C(=O)O Nε-(carboxymethyl)lysine tert-butyl-(2'S)-2,3-dichloro-2'-methyl-spiro[4,5-dihydrothieno[2,3-c]pyran-7,4'-piperidine]-1'-carboxylate